C1=CC=CC=2C3=CC=CC=C3C(C12)COC(=O)N[C@H](C(=O)O)CC1CCCCC1 (S)-2-((((9H-Fluoren-9-yl)methoxy)carbonyl)amino)-3-cyclohexylpropanoic acid